CC1=CC=C(C=C1)C1CNCCC1 3-(4-methylphenyl)-piperidin